2-(5-chloropyridin-3-yl)-6-[1-(2,2-difluoroethyl)-1H-pyrazolo[3,4-b]pyrazin-6-yl]-2,6-diazaspiro[3.4]octane ClC=1C=C(C=NC1)N1CC2(C1)CN(CC2)C2=CN=C1C(=N2)N(N=C1)CC(F)F